(2-phenylethynyl)-acetophenone C1(=CC=CC=C1)C#CCC(=O)C1=CC=CC=C1